ClC1=CC=C(OC(C)C=2OC(=NN2)S(=O)(=O)C)C=C1 (1-(4-chlorophenoxy)ethyl)-5-(methylsulfonyl)-1,3,4-oxadiazole